NC1=C(C=2C(=C(N=C(C2)C)C#N)N1C1=C(C(=CC(=C1C)OC)F)C)C(=O)OC(C)(C)C tert-butyl 2-amino-7-cyano-1-(3-fluoro-5-methoxy-2,6-dimethylphenyl)-5-methyl-1H-pyrrolo[2,3-c]pyridine-3-carboxylate